(4-methyl-3-carbamoylphenyl)-5-nitrofuran-2-carboxamide CC1=C(C=C(C=C1)C1=C(OC(=C1)[N+](=O)[O-])C(=O)N)C(N)=O